FC1=C(C=C(C(=C1)N1CC(CC1)N(C)C)[N+](=O)[O-])C1=CC(=CC=C1)CN1CCOCC1 1-(2-fluoro-3'-(morpholinomethyl)-5-nitro[1,1'-biphenyl]-4-yl)-N,N-dimethylpyrrolidin-3-amine